3-(1,3-dimethyl-1,2,3,4-tetrahydroisoquinolin-6-yl)propanoic acid CC1NC(CC2=CC(=CC=C12)CCC(=O)O)C